C(C)N(C(C1=CC=C(C=C1)CN1C2=NC(=NC=C2NC1=O)C1=C(C=CC=C1)C(C)C)=O)C n-ethyl-4-((2-(2-isopropylphenyl)-8-oxo-7,8-dihydro-9H-purin-9-yl)methyl)-N-methylbenzamide